6-(4-aminopiperidin-1-yl)-2-(4-cyano-3-fluorophenyl)-3-(3,6-difluoro-1-(2-hydroxy-2-methylpropyl)-1H-indazol-5-yl)isonicotinic acid NC1CCN(CC1)C=1N=C(C(=C(C(=O)O)C1)C=1C=C2C(=NN(C2=CC1F)CC(C)(C)O)F)C1=CC(=C(C=C1)C#N)F